diphenyl-(β-ethylcarboxyethyl)phosphine C1(=CC=CC=C1)P(CC(CC)C(=O)O)C1=CC=CC=C1